[Si](C1=CC=CC=C1)(C1=CC=CC=C1)(C(C)(C)C)OC[C@](CO)(C)N(C(OC(C)(C)C)=O)C tert-butyl [(2R)-1-{[tert-butyl(diphenyl)silyl]oxy}-3-hydroxy-2-methylpropan-2-yl]methylcarbamate